tert-butyl {[6-(dimethylamino)-1-oxo-2,3-dihydro-1H-pyrrolo[3,4-c]pyridin-4-yl]methyl}methylcarbamate CN(C1=CC2=C(C(=N1)CN(C(OC(C)(C)C)=O)C)CNC2=O)C